naphthalene-1-yl-(4-pentyloxynaphthalen-1-yl)methan C1(=CC=CC2=CC=CC=C12)CC1=CC=C(C2=CC=CC=C12)OCCCCC